C(C)OC(CC1=C(C=CC=C1)OCC1=COC2=C1C=C(C=C2Cl)C2=CC(=CC=C2)CN)=O 2-(2-((5-(3-(aminomethyl)phenyl)-7-chlorobenzofuran-3-yl)methoxy)phenyl)acetic acid ethyl ester